CCCCCCCCCCCCCCCCCC(=O)O[C@H](COC(=O)CCCCCCCCC/C=C\CCCCCCCCCC)COP(=O)([O-])OCC[N+](C)(C)C 1-(11Z-docosenoyl)-2-octadecanoyl-glycero-3-phosphocholine